2,3-bis(tetradecyloxy)propyl 3-(benzyloxy)propanoate C(C1=CC=CC=C1)OCCC(=O)OCC(COCCCCCCCCCCCCCC)OCCCCCCCCCCCCCC